(N,N-dimethylamino)ethyl acrylate C(C=C)(=O)OCCN(C)C